4-((2-(cyclopropylmethyl)-4-(3-((1-methylpyrrolidin-3-yl)ethynyl)phenyl)-1H-pyrrol-3-yl)methyl)-2-fluorobenzenesulfonamide C1(CC1)CC=1NC=C(C1CC1=CC(=C(C=C1)S(=O)(=O)N)F)C1=CC(=CC=C1)C#CC1CN(CC1)C